C1(CC1)C1=C(C(=NO1)C1=C(C=CC=C1Cl)Cl)COC1C2C(N(C(C1)C2)C2=CC=C(C(=O)OC(C)(C)C)C=C2)C tert-butyl 4-(5-[[5-cyclopropyl-3-(2,6-dichlorophenyl)-1,2-oxazol-4-yl]methoxy]-3-methyl-2-azabicyclo[2.2.1]heptan-2-yl)benzoate